4-methyl-N-(3-(1-methyl-1H-pyrazol-4-yl)benzylidene)benzenesulfonamide CC1=CC=C(C=C1)S(=O)(=O)N=CC1=CC(=CC=C1)C=1C=NN(C1)C